[In].O Water indium